FC1=C(C=O)C(=CC=N1)F 2,4-DIFLUORONICOTINALDEHYDE